(2S)-N-[(1S)-1-Cyano-2-{4-[3-(2,2-difluoroethyl)-7-fluoro-2-oxo-2,3-dihydro-1,3-benzoxazol-5-yl]phenyl}ethyl]-1,4-oxazepane-2-carboxamide C(#N)[C@H](CC1=CC=C(C=C1)C=1C=C(C2=C(N(C(O2)=O)CC(F)F)C1)F)NC(=O)[C@H]1OCCCNC1